(2R,5R)-3-Imino-2,5-dimethyl-5-(8-(prop-1-yn-1-yl)dibenzo[b,d]thiophen-2-yl)thiomorpholine 1,1-dioxide N=C1N[C@@](CS([C@@H]1C)(=O)=O)(C1=CC2=C(SC3=C2C=C(C=C3)C#CC)C=C1)C